N-(2,6-dichloro-2'-(trifluoromethoxy)-[1,1'-biphenyl]-4-yl)-2-(4-(N-methylsulfonylamino)phenyl)acetamide ClC1=C(C(=CC(=C1)NC(CC1=CC=C(C=C1)NS(=O)(=O)C)=O)Cl)C1=C(C=CC=C1)OC(F)(F)F